ClC1=C2C(=NC(=C1)C1(CCSC=C1)C)C=CN2 7-chloro-5-(4-methyl-2,3-dihydrothiopyran-4-yl)-1H-pyrrolo[3,2-b]pyridine